6-(tert-butoxycarbonyl)-L-lysine methyl ester COC([C@@H](N)CCCC(N)C(=O)OC(C)(C)C)=O